ClC1=CC=C(C=C1)COC1=CC=C(C=C1)[N+](=O)[O-] 1-chloro-4-((4-nitrophenoxy)methyl)benzene